(3-fluorotetrahydro-2H-pyran-4-yl)-7-methyl-2-(methylsulfonyl)-7,9-dihydro-8H-purin-8-one FC1COCCC1N1C2=NC(=NC=C2N(C1=O)C)S(=O)(=O)C